BrC1=C(N=C2N(C1=O)C=CS2)N[C@@H]2C[C@@H](CN(C2)C)C2=CC=C(OCC=1C=CC(=NC1)COC1=C3C(N(C(C3=CC=C1)=O)C1C(NC(CC1)=O)=O)=O)C=C2 4-[[5-[[4-[(3R,5R)-5-[(6-bromo-5-oxo-thiazolo[3,2-a]pyrimidin-7-yl)amino]-1-methyl-3-piperidyl]phenoxy]methyl]-2-pyridyl]methoxy]-2-(2,6-dioxo-3-piperidyl)isoindoline-1,3-dione